ClC=1C(=C(CN2[C@@H](C[C@@](CC2)(C(=O)O)CC2=NC(=CC(=C2F)C(=O)N2CCOCC2)NC2=NNC(=C2)C)C)C=CC1)F (2R,4R)-1-(3-chloro-2-fluorobenzyl)-4-((3-fluoro-6-((5-methyl-1H-pyrazol-3-yl)amino)-4-(morpholine-4-carbonyl)pyridin-2-yl)methyl)-2-methylpiperidine-4-carboxylic acid